2-tributylstannylpyridine C(CCC)[Sn](C1=NC=CC=C1)(CCCC)CCCC